ClC1=CN=CC(=N1)C1=CC=C(C=C1)NC(C(C)(C)C=1N=C(SC1)NS(=O)(=O)C1CC1)=O N-(4-(6-chloropyrazin-2-yl)phenyl)-2-(2-(cyclopropanesulfonamido)thiazol-4-yl)-2-methylpropanamide